(2s,4s)-4-aminoproline N[C@H]1C[C@H](NC1)C(=O)O